O=C1N(C(CC1)=O)OC(CNC(=O)OCC1=CC=CC=C1)=O N-[(benzyloxy)carbonyl]glycine 2,5-dioxopyrrolidin-1-yl ester